NCCCNC1=C(C=CC(=C1)Br)S(=O)(=O)C N-(3-aminopropyl)-5-bromo-2-methanesulfonyl-aniline